ON=C(C1=CC=C(C=C1)[N+](=O)[O-])Cl N-hydroxy-4-nitrobenzenecarbonimidoyl chloride